5-cyano-4-((1-((methylthio)methyl)cyclopropyl)amino)pyridin C(#N)C=1C(=CC=NC1)NC1(CC1)CSC